S(=O)(=O)([O-])[O-].BrC=1C(=C(N([N+]#N)Br)C=CC1)Br.BrC=1C(=C(N([N+]#N)Br)C=CC1)Br tribromoanilinediazonium sulfate